C(C)(C)(C)OC(=O)N1[C@@H](C(=C[C@H](C1)N(S(=O)(=O)C1=C(C=CC=C1)[N+](=O)[O-])OCC=C)C1CC1)CO (2s,5r)-5-(N-(allyloxy)-2-nitrophenylsulfonamido)-3-cyclopropyl-2-(hydroxymethyl)-5,6-dihydropyridine-1(2H)-carboxylic acid tert-butyl ester